O[C@H](CC#N)CC1=C(C=C(C(=C1)F)F)F (S)-3-hydroxy-4-(2,4,5-trifluorophenyl)butanenitrile